ClC1=C(C=CC(=C1)O)N=C(N)C1=C(C=2N(N=C1)C=C(C2)C=2C=NNC2)NC2C1CC3CC(CC2C3)(C1)O N'-(2-chloro-4-hydroxy-phenyl)-4-[(5-hydroxy-2-adamantyl)amino]-6-(1H-pyrazol-4-yl)pyrrolo[1,2-b]pyridazine-3-carboxamidine